C(CCCCCCCC)C1=NC(=NC(=N1)N)N 6-nonyl-1,3,5-triazine-2,4-diamine